(3-phenyl-1-butyn-3-oxy)dimethylvinylsilane C1(=CC=CC=C1)C(C#C)(C)O[SiH2]C=C(C)C